O=C1OCCCN1 2-oxotetrahydro-1,3-oxazine